CN1CC2=C(CC1)C(=NN2)C=O (6-methyl-4,5,6,7-tetrahydro-1H-pyrazolo[3,4-c]pyridin-3-yl)methanone